4-[[(R)-(8-hydroxyquinolin-7-yl)-phenylmethyl]amino]benzoic acid OC=1C(=CC=C2C=CC=NC12)[C@@H](C1=CC=CC=C1)NC1=CC=C(C(=O)O)C=C1